5-[1-(2-Chloroethyl)cyclopropyl]-1H-pyrazol-3-amine ClCCC1(CC1)C1=CC(=NN1)N